2-(methylamino)-3-(1-methylpyrazol-4-yl)propanoic acid CNC(C(=O)O)CC=1C=NN(C1)C